2-(4-((4-((4-(1H-pyrazol-1-yl)benzyl)(cyclopropyl)amino)-7H-pyrrolo[2,3-d]pyrimidin-7-yl)methyl)-3,4-dihydroxypiperidin-1-yl)acetamide N1(N=CC=C1)C1=CC=C(CN(C=2C3=C(N=CN2)N(C=C3)CC3(C(CN(CC3)CC(=O)N)O)O)C3CC3)C=C1